ClC1=CC2=C(N=N1)N(CC2C)C2CC(C2)(O)C (1s,3s)-3-(3-chloro-5-methyl-5,6-dihydro-7H-pyrrolo[2,3-c]pyridazin-7-yl)-1-methylcyclobutanol